C(#N)C=1C=C(C(N(C1COCC)C1=CC=CC=C1)=O)C(=O)N 5-cyano-6-(ethoxymethyl)-2-oxo-1-phenyl-1,2-dihydropyridine-3-carboxamide